NC=1C=C(C=CC1N1[C@H](CN(CC1)C1COC1)C)NC=1C(N(C=C(N1)Br)C)=O 3-([3-amino-4-[(2S)-2-methyl-4-(oxetan-3-yl)piperazin-1-yl]phenyl]amino)-5-bromo-1-methyl-1,2-dihydropyrazin-2-one